(R)-(+)-epoxypropanol [C@@H]1(C(C)O1)O